CC1=CC(C(=NN1C1=CC=CC=C1)C(=O)NC1=C(C=NC2=CC=CC=C12)C)=O 6-methyl-N-(3-methylquinolin-4-yl)-4-oxo-1-phenyl-1,4-dihydropyridazine-3-carboxamide